C1(CC1)COC1=CC(=CC(=C1)F)F 1-(cyclopropylmethoxy)-3,5-difluorobenzene